(R)-5-amino-3-(3-((tert-butoxycarbonyl)amino)-3H-spiro[benzofuran-2,4'-piperidine]-1'-yl)pyrazine-2-carboxylic acid methyl ester COC(=O)C1=NC=C(N=C1N1CCC2(CC1)OC1=C([C@H]2NC(=O)OC(C)(C)C)C=CC=C1)N